OC=1C=C(C=CC1)NC(OC1=CC=CC=C1)=O phenyl (3-hydroxyphenyl)carbamate